FC=1C=CC2=C(C(=C(O2)C(=O)OC)OCC(C)=O)C1 methyl 5-fluoro-3-(2-oxopropoxy)benzofuran-2-carboxylate